3,4,5-tris(tetradecyloxy)benzoic acid C(CCCCCCCCCCCCC)OC=1C=C(C(=O)O)C=C(C1OCCCCCCCCCCCCCC)OCCCCCCCCCCCCCC